4-chloro-1-(2,4-difluorophenyl)pyrazolo[3,4-d]pyrimidine ClC1=C2C(=NC=N1)N(N=C2)C2=C(C=C(C=C2)F)F